Cl.C(N)(=N)C=1C(=CC(=C(C(=O)OC)C1)C)C Methyl 5-carbamimidoyl-2,4-dimethylbenzoate hydrochloride